1-isothiocyanato-9-(methylsulfonyl)-nonane N(=C=S)CCCCCCCCCS(=O)(=O)C